4,4'-azobis(4-cyanobenzoic Acid) N(=NC1(CC=C(C(=O)O)C=C1)C#N)C1(CC=C(C(=O)O)C=C1)C#N